NC1=NC=NN2C1=C(C=C2C=2C=CC(=C(C(=O)NCC1C(OCCC1)C1=CC=CC=C1)C2)F)C(F)(F)F 5-[4-amino-5-(trifluoromethyl)pyrrolo[2,1-f][1,2,4]triazin-7-yl]-2-fluoro-N-[(2-phenyloxan-3-yl)methyl]benzamide